(9R)-9-benzyloxy-15-nitro-9,17-bis(trifluoromethyl)spiro[2,11,12,18-tetraazabicyclo[12.3.1]octadeca-1(18),5,14,16-tetraene-3,1'-cyclohexane]-10,13-dione C(C1=CC=CC=C1)O[C@@]1(CCC=CCC2(CCCCC2)NC=2C(=CC(=C(C(NNC1=O)=O)N2)[N+](=O)[O-])C(F)(F)F)C(F)(F)F